C(C)N1C(C2=C(C=C1)N(C=C2NC2=C(C(=O)NC([2H])([2H])[2H])C=CC(=N2)NC2=NC=C(C=C2)F)CCOC)=O ((5-ethyl-1-(2-methoxyethyl)-4-oxo-4,5-dihydro-1H-pyrrolo[3,2-c]pyridin-3-yl)amino)-6-((5-fluoropyridin-2-yl)amino)-N-(methyl-d3)nicotinamide